Cl.ClC1=C(N=C(NC1=O)C1=CC=NC=C1)N1CCNCC1 5-chloro-4-piperazin-1-yl-2-(4-pyridinyl)-1H-pyrimidin-6-one hydrochloride